3-fluoro-5-iodo-4-(trifluoromethyl)-phenylacetic acid FC=1C=C(C=C(C1C(F)(F)F)I)CC(=O)O